2-(((3-methylisoxazol-5-yl)methyl)thio)-N-(2-((2-nitro-4-(trifluoromethyl)phenyl)amino)ethyl)benzamide CC1=NOC(=C1)CSC1=C(C(=O)NCCNC2=C(C=C(C=C2)C(F)(F)F)[N+](=O)[O-])C=CC=C1